The molecule is a dicarboxylic acid diamide consisting of 3-aminoalanine in which the alpha-amino fuunction is acylated by a 3-carbamoyloxirane-2-carbonyl group. NB Although the relative configuration of the epoxide moiety has been assigned as trans, it has not yet been established whether the absolute configuration is R,R (as drawn) or S,S. It has a role as a bacterial metabolite. It is an epoxide, a dicarboxylic acid diamide and a beta-amino acid. It derives from a 3-amino-L-alanine and a fumaric acid. It is a tautomer of a 3-amino-N-(trans-3-carbamoyloxirane-2-carbonyl)-L-alanine zwitterion. C([C@@H](C(=O)O)NC(=O)[C@H]1[C@@H](O1)C(=O)N)N